(3R,5R)-1,5-dibenzylpyrrolidine-3-carbonitrile C(C1=CC=CC=C1)N1C[C@@H](C[C@@H]1CC1=CC=CC=C1)C#N